(2,2,2-trifluoroethyl)-1,6,9,12-tetraazabicyclo[11.3.1]heptadecane FC(CC1N2CCCC(NCCNCCNCCC1)C2)(F)F